ClC1=C(C=CC=C1CN1CCOCC1)S(=O)(=O)NC=1C=C2C(N(C(C2=CC1)=O)C1C(NC(CC1)=O)=O)=O 2-chloro-N-(2-(2,6-dioxopiperidin-3-yl)-1,3-dioxoisoindolin-5-yl)-3-(morpholinomethyl)benzenesulfonamide